ClC=1N=NC(=C(N1)N1CC2(C1)CCN(CC2)C(=O)OC(C)(C)C)OC2=C(C=C(C=C2)F)C2=CC=NN2C(C)C tert-butyl 2-(3-chloro-6-{4-fluoro-2-[1-(propan-2-yl)-1H-pyrazol-5-yl]phenoxy}-1,2,4-triazin-5-yl)-2,7-diazaspiro[3.5]nonane-7-carboxylate